sulfuric acid monosodium salt [Na+].S([O-])(O)(=O)=O